ClC1=C(C=CC=C1C=1C=NC(=CC1)CC=1OC=CN1)C1C(NC(CC1)=O)=O 3-(2-chloro-3-(6-(oxazol-2-ylmethyl)pyridin-3-yl)phenyl)piperidine-2,6-dione